C(CCCCCC\C=C/C=C/CCCC)CC(=O)O.BrC1=NC(=CC=C1)C1=NN=C(N1C1=C(C=CC=C1)F)C 2-bromo-6-(4-(2-fluorophenyl)-5-methyl-4H-1,2,4-triazol-3-yl)pyridine (Z,E)-8,10-pentadecadienyl-acetate